(Z)-N'-ethoxy-6-(4-methyl-1-phenyl-1H-pyrazol-3-yl)-5-(methylsulfonyl)methylpyridineamidine C(C)O\N=C(/N)\C1=NC(=C(C=C1)CS(=O)(=O)C)C1=NN(C=C1C)C1=CC=CC=C1